(1S,4R)-6,6-difluoro-2-azabicyclo[2.2.1]Heptane-3-one FC1(C[C@@H]2C(N[C@H]1C2)=O)F